COC1=C(CN2C(C3=CC(=CC(=C3CC2)B2OC(C(O2)(C)C)(C)C)C(=O)OC)=O)C=CC(=C1)OC Methyl 2-(2,4-dimethoxybenzyl)-1-oxo-5-(4,4,5,5-tetramethyl-1,3,2-dioxaborolan-2-yl)-1,2,3,4-tetrahydroisoquinoline-7-carboxylate